1-(3-hydroxy-4-methoxyphenyl)-6-(3,4,5-trimethoxyphenyl)-1,3-dihydro-2H-imidazo[4,5-c]pyridin-2-one OC=1C=C(C=CC1OC)N1C(NC=2C=NC(=CC21)C2=CC(=C(C(=C2)OC)OC)OC)=O